S(=O)(=O)(O)[O-].C(CCCCC)[N+](CCCCCC)(CCCCCC)CCCCCC tetrahexylammonium hydrogensulfate